3,5-diacetyl-1-aminonaphthalene C(C)(=O)C=1C=C(C2=CC=CC(=C2C1)C(C)=O)N